FC=1N=CN(C1)S(=O)(=O)C1=CC=C2CN(C(C2=C1)=O)C1C(NC(CC1)=O)=O 3-(6-((4-fluoro-1H-imidazol-1-yl)sulfonyl)-1-oxoisoindolin-2-yl)piperidine-2,6-dione